NC=1C=2N(C=CN1)C(=NC2C)[C@@H](C)C=2C(=C(C(=O)NC1=CC=C(C=C1)F)C(=C(C2)Cl)F)OC(C)C (S)-3-(1-(8-amino-1-methylimidazo[1,5-a]pyrazin-3-yl)ethyl)-5-chloro-6-fluoro-N-(4-fluorophenyl)-2-isopropoxybenzamide